C(C1=CC=CC=C1)NC1=C2N=CN(C2=NC(=N1)C1=CC(=CC=C1)OC)[C@H]1[C@@H]([C@@H]([C@H](O1)C(=O)NC)O)O (2S,3S,4R,5R)-5-(6-(benzylamino)-2-(3-methoxyphenyl)-9H-purin-9-yl)-3,4-dihydroxyl-N-methyltetrahydrofuran-2-carboxamide